Vanadium (II) Chloride [Cl-].[V+2].[Cl-]